Cadaverine NCCCCCN